1-(1-ethylpentyl)-1H-pyrrole C(C)C(CCCC)N1C=CC=C1